3-(2-(3-([1,1-biphenyl]-4-ylmethoxy)-3-oxopropoxy)ethoxy)propanoic acid C1(=CC=C(C=C1)COC(CCOCCOCCC(=O)O)=O)C1=CC=CC=C1